ClC1=CC(=C(C=C1)C1=CC=C(O1)C=C1C(C2=CC=CC=C2C1=O)=O)[N+](=O)[O-] 2-[[5-(4-Chloro-2-nitrophenyl)-2-furanyl]methylene]-1H-indene-1,3(2H)-dione